3-(4-(4-(2-chloro-6-methoxyphenyl)piperazine-1-yl)butyl)-cyano-indole ClC1=C(C(=CC=C1)OC)N1CCN(CC1)CCCCC1=C(NC2=CC=CC=C12)C#N